F[P-](F)(F)(F)(F)F.CN1CC=CC=C1 N-methyl-pyridine hexafluorophosphate salt